2-((4-((1-aminopropan-2-yl)amino)pyridin-2-yl)amino)benzo[d]thiazole-6-carbonitrile NCC(C)NC1=CC(=NC=C1)NC=1SC2=C(N1)C=CC(=C2)C#N